2-((8-amino-6-(5-amino-4-methylpyridin-3-yl)-7-fluoroisoquinolin-3-yl)amino)-6-(cyclopropylmethyl)-5,6-dihydro-4H-pyrazolo[1,5-d][1,4]diazepin-7(8H)-one NC=1C(=C(C=C2C=C(N=CC12)NC1=NN2CC(N(CCC2=C1)CC1CC1)=O)C=1C=NC=C(C1C)N)F